2-((7-bromoquinolin-2-yl)oxy)-N-cycloheptylacetamide BrC1=CC=C2C=CC(=NC2=C1)OCC(=O)NC1CCCCCC1